N-(benzo[d][1,3]dioxolan-5-yl)-4-(pyridin-4-yl)-[2,4'-Bithiazole]-2'-amine O1COC2=C1C=CC(=C2)NC=2SC=C(N2)C=2SC=C(N2)C2=CC=NC=C2